(S)-2-(7'-(3,5-difluorophenyl)-1'-oxodihydro-1'H,3'H,5'H-spiro[piperidine-4,2'-pyrazolo[1,2-a]pyrazol]-1-yl)-3,5,6-trifluoroisonicotinonitrile FC=1C=C(C=C(C1)F)[C@@H]1CCN2N1C(C1(C2)CCN(CC1)C=1C(=C(C#N)C(=C(N1)F)F)F)=O